C1(=CC=CC=C1)C(C)OC1=C(C=O)C=CC=C1 (1-Phenylethoxy)benzaldehyde